N(=[N+]=[N-])CC1=CC=CC(=N1)N1CC2(C1)C(COCC2)[2H] 2-(6-(azidomethyl)pyridin-2-yl)-7-oxa-2-azaspiro[3.5]nonane-5-d